CC(CCN)C(CCCCCCN)C 3,4-dimethyl-1,10-decanediamine